5-chloro-7-trifluoromethyl-pyrrolo[1,2-b]pyridazin-3-carbonitrile ClC=1C=C(N2N=CC(=CC21)C#N)C(F)(F)F